(1S)-1-(5-fluoro-2-pyridyl)ethanol FC=1C=CC(=NC1)[C@H](C)O